C(C)[N+]1(CCCCC1)CCCO 1-ethyl-1-(3-hydroxypropyl)piperidin-1-ium